(2R,4S)-4-{3-bromo-5-[(tert-butoxycarbonyl)(ethyl)amino]-4-cyanopyrazol-1-yl}-2-(methoxymethyl)pyrrolidine-1-carboxylic acid tert-butyl ester C(C)(C)(C)OC(=O)N1[C@H](C[C@@H](C1)N1N=C(C(=C1N(CC)C(=O)OC(C)(C)C)C#N)Br)COC